2-((3,5-dicyano-4-ethyl-6-(4-(isothiazol-4-ylmethyl)piperazin-1-yl)pyridin-2-yl)sulfanyl)-2-phenylacetamide C(#N)C=1C(=NC(=C(C1CC)C#N)N1CCN(CC1)CC=1C=NSC1)SC(C(=O)N)C1=CC=CC=C1